NCC=1C=C2CCC(C2=CC1)NC(OC(C)(C)C)=O tert-butyl N-[5-(aminomethyl)indan-1-yl]carbamate